ClC=1C=CC(=C2C=NN(C(C12)=O)C)[C@H](CO)C1CC2(CN(C2)CCCC=2C=NNC(C2)=O)C1 8-chloro-2-methyl-5-[(1R)-2-hydroxy-1-[2-[3-(6-oxo-1H-pyridazin-4-yl)propyl]-2-azaspiro[3.3]heptan-6-yl]ethyl]phthalazin-1-one